BrC1=CC2=C(N(N=N2)CC2CC2)C(=C1)F 5-bromo-1-(cyclopropylmethyl)-7-fluoro-1H-benzo[d][1,2,3]Triazole